CS(=O)(=NC1CNCC(C1)C)C dimethyl((5-methylpiperidin-3-yl)imino)-λ6-sulfanone